7-fluoro-3-(tetrahydro-pyran-2-ylmethyl)-3H-benzimidazole-5-carboxylic acid FC1=CC(=CC2=C1N=CN2CC2OCCCC2)C(=O)O